CC1=C(C(=C(C=C1)CC1=C(C(=C(C=C1)O)CC1=C(C(=C(C=C1)C)C)C)CC1=C(C(=C(C=C1)C)C)C)C)C tris((trimethylphenyl)methyl)phenol